O=C1NC(CCC1N1C(C2=CC=C(C=C2C1=O)N1CCN(CC1)CCN(C)CCN1[C@H](CN(CC1)C1=NC=NC(=C1)C1=NNC2=CC=C(C=C12)OC(C)C)C)=O)=O 2-(2,6-dioxo-3-piperidyl)-5-[4-[2-[2-[(2S)-4-[6-(5-isopropoxy-1H-indazol-3-yl)pyrimidin-4-yl]-2-methyl-piperazin-1-yl]ethyl-methyl-amino]ethyl]piperazin-1-yl]isoindoline-1,3-dione